C(C)(C)(C)OC(=O)N1CC(C1)C=1C=NC(=CC1OC)C(F)F 3-(6-(difluoromethyl)-4-methoxypyridin-3-yl)azetidine-1-carboxylic acid tert-butyl ester